C(C)(=O)C1=CN(C2=CC=C(C=C12)NS(=O)(=O)C)CC(=O)O 2-(3-acetyl-5-(methylsulfonylamino)-1H-indol-1-yl)acetic acid